4-hydroxy-2,3,6-trimethylbenzonitrile OC1=C(C(=C(C#N)C(=C1)C)C)C